tert-Butyl 5-({3-[2-(dimethylamino)ethyl]-4-indolyloxycarbonyl}-N-methylamino)valerate formate C(=O)O.CN(CCC1=CNC2=CC=CC(=C12)OC(=O)N(C)CCCCC(=O)OC(C)(C)C)C